1-(5-cyclopropyl-oxolan-3-yl)-3-[[2-(difluoro-methoxy)pyridin-4-yl]methyl]urea C1(CC1)C1CC(CO1)NC(=O)NCC1=CC(=NC=C1)OC(F)F